methyl 3-amino-7-methyl-5H-pyrrolo[2,3-b]pyrazine-2-carboxylate NC1=C(N=C2C(=N1)NC=C2C)C(=O)OC